CN(C(C#CCN1CCN(CC1)C(=O)NC1=CC=C(C=C1)C1=CC2=C(N=CN=C2N2CCOCC2)N1)=O)C 4-(4-(dimethylamino)-4-oxobut-2-yn-1-yl)-N-(4-(4-morpholino-7H-pyrrolo[2,3-d]pyrimidin-6-yl)phenyl)piperazine-1-carboxamide